CCCCCCCCCCCCCCCCCCC(=O)O[C@H](COC(=O)CCCCCCC/C=C\CCCC)COP(=O)(O)OC[C@H](CO)O 1-(9Z-tetradecenoyl)-2-nonadecanoyl-glycero-3-phospho-(1'-sn-glycerol)